BrC=1C(=NN(C1)C1=CC=C(C=C1)C1CN(C1)C(=O)OC(C)(C)C)C1=CC=NC=C1 tert-butyl 3-{4-[4-bromo-3-(pyridin-4-yl)pyrazol-1-yl]phenyl}azetidine-1-carboxylate